N-(6-((2R,4S)-2-(6-cyclopropylimidazo[1,2-a]pyridin-2-yl)-4-hydroxypyrrolidin-1-yl)pyrimidin-4-yl)-3-(pyrimidin-2-yl)azetidine-1-carboxamide C1(CC1)C=1C=CC=2N(C1)C=C(N2)[C@@H]2N(C[C@H](C2)O)C2=CC(=NC=N2)NC(=O)N2CC(C2)C2=NC=CC=N2